BrC1=CC(=C(C(=N1)OC)NC(=S)NC(C1=CC=CC=C1)=O)Cl N-((6-bromo-4-chloro-2-methoxypyridin-3-yl)carbamothioyl)benzamide